2-(azepan-1-yl)-4-((3-(hydroxymethyl)phenyl)amino)pyrimido[4,5-d]pyridazin-5(6H)-one N1(CCCCCC1)C=1N=C(C2=C(C=NNC2=O)N1)NC1=CC(=CC=C1)CO